N-[(4S)-3,4-dihydro-2H-chromen-4-yl]-4-(3,6-dihydro-2H-pyran-4-yl)-7-fluoro-8-(2,3,5-trifluorophenyl)quinoline-3-carboxamide O1CC[C@@H](C2=CC=CC=C12)NC(=O)C=1C=NC2=C(C(=CC=C2C1C=1CCOCC1)F)C1=C(C(=CC(=C1)F)F)F